ClC1=C(C=C(C=C1)C=1C=C2C(=NC1)C=NN2CC(=O)N2CC(C2)F)C(F)F 2-[6-[4-Chloro-3-(difluoromethyl)phenyl]pyrazolo[4,3-b]pyridin-1-yl]-1-(3-fluoroazetidin-1-yl)ethanone